ClC1=NC(=CC(=C1)C=1C(=NN2C1N=C(C=C2)C(=O)NCC2CC(C2)O)C2=CC(=CC=C2)C#N)C 3-(2-Chloro-6-methyl-4-pyridyl)-2-(3-cyanophenyl)-N-[(3-hydroxycyclobutyl)methyl]pyrazolo[1,5-a]pyrimidine-5-carboxamide